CN1N=C(C2=CC=C(C=C12)C12CCN(C2CCCC1)C)C 1,3-dimethyl-6-(1-methyl-3,4,5,6,7,7a-hexahydro-2H-indol-3a-yl)indazole